dibenzo[d]imidazole-5-carboxamidine dihydrochloride Cl.Cl.N1=CNC2=C1C=CC(=C2)C(=N)N.N2=CNC1=C2C=CC(=C1)C(=N)N